2-(2-bromophenyl)benzo[d]oxazole BrC1=C(C=CC=C1)C=1OC2=C(N1)C=CC=C2